2-{5-hydroxy-1-methyl-4-[(1,2-oxazol-4-yl)carbamoyl]-6-oxo-1,6-dihydropyrimidin-2-yl}-1H-1,3-benzodiazole-6-carboxamide OC1=C(N=C(N(C1=O)C)C1=NC2=C(N1)C=C(C=C2)C(=O)N)C(NC=2C=NOC2)=O